COC(=O)C1=NC=CC(=C1)NC(=O)[C@@H]1O[C@]([C@H]([C@H]1C1=C(C(=C(C(=C1)Cl)F)F)OC)C)(C(F)(F)F)C 4-[[(2r,3s,4s,5r)-3-(5-chloro-3,4-difluoro-2-methoxy-phenyl)-4,5-dimethyl-5-(trifluoromethyl)tetrahydrofuran-2-carbonyl]amino]pyridine-2-carboxylic acid methyl ester